4-(8-amino-3-((2S)-1-(6-((2-(2,6-dioxopiperidin-3-yl)-1,3-dioxoisoindoline-4-yl)thio)hexanoyl)pyrrolidin-2-yl)imidazo[1,5-a]pyrazin-1-yl)-N-(pyridin-2-yl)benzamide NC=1C=2N(C=CN1)C(=NC2C2=CC=C(C(=O)NC1=NC=CC=C1)C=C2)[C@H]2N(CCC2)C(CCCCCSC2=C1C(N(C(C1=CC=C2)=O)C2C(NC(CC2)=O)=O)=O)=O